3,4-dihydro-2H-pyrido[4,3-b][1,4]oxazine HBr salt Br.O1C2=C(NCC1)C=NC=C2